CS(=O)(=O)O.C(C)(C)(C)P[Pd](C1=C(C=CC=C1)C1=C(C=CC=C1)N)(PC(C)(C)C)PC(C)(C)C tris(tert-butylphosphino)(2'-amino-1,1'-biphenyl-2-yl)palladium methanesulfonate